N(=[N+]=[N-])C1NC2=CC=CC(=C2C1ON1C(CCCC1(C)C)(C)C)OC 2-azido-3-(2,2,6,6-tetramethylpiperidinyloxy)-4-methoxy-indoline